3-(Hydroxymethyl)-N,N-dimethyl-pyrrolidine-1-carboxamide OCC1CN(CC1)C(=O)N(C)C